[Si](C1=CC=CC=C1)(C1=CC=CC=C1)(C(C)(C)C)OC(C(=O)C1=NN2C(N=C(C=C2)N2[C@@]3(CC3CC2)C2=C(C=CC(=C2)F)F)=C1C(=O)NN)(C)C (2-((tert-butyldiphenylsilyl)oxy)-2-methylpropanoyl)-5-((1R)-1-(2,5-difluorophenyl)-2-azabicyclo[3.1.0]Hexane-2-yl)pyrazolo[1,5-a]Pyrimidine-3-carbohydrazide